[Li].OC1(CCN(CC1)C1=C(C=C(C=C1)[N+](=O)[O-])C(F)(F)F)CC(=O)OC(C)(C)C tert-butyl 2-[4-hydroxy-1-[4-nitro-2-(trifluoromethyl)phenyl]-4-piperidyl]acetate Lithium